tert-Butyl (3S)-3-[(1R)-2-[[2-[(1-acetyl-4-piperidyl)amino]-6-(4-methylpiperazin-1-yl)pyridine-4-carbonyl]amino]-1-hydroxy-ethyl]-7-hydroxy-3,4-dihydro-1H-isoquinoline-2-carboxylate C(C)(=O)N1CCC(CC1)NC1=NC(=CC(=C1)C(=O)NC[C@@H](O)[C@H]1N(CC2=CC(=CC=C2C1)O)C(=O)OC(C)(C)C)N1CCN(CC1)C